C(C)(C)(C)OC(NCCS)=O N-(2-sulfanylethyl)carbamic acid tert-butyl ester